4,4-difluoro-5-(1-methyl-1H-pyrazol-4-yl)azepane hydrochloride Cl.FC1(CCNCCC1C=1C=NN(C1)C)F